2-chloro-4-(pyrazol-1-yl)-5-(trifluoromethyl)pyrimidine ClC1=NC=C(C(=N1)N1N=CC=C1)C(F)(F)F